O=S1(N(CC(N1)=O)C=1C(=C(C=CC1O)C1=C[C@@H](N(C1)C(=O)O[C@@H](C)OC(C(C)C)=O)CCC(C)C)F)=O (S)-1-(isobutyryloxy)ethyl (S)-4-(3-(1,1-dioxido-4-oxo-1,2,5-thiadiazolidin-2-yl)-2-fluoro-4-hydroxyphenyl)-2-isopentyl-2,5-dihydro-1H-pyrrole-1-carboxylate